FC(C1=CC(=NC(=C1)C(F)(F)F)N1[C@@H](CCC1)C(=O)O)(F)F (4,6-bis(trifluoromethyl)pyridin-2-yl)-L-proline